O1CC=C2C1=CC=CC=N2 furoazepine